FC(C1=CC=CC(=N1)NC(=O)[C@H]1N[C@@H]2C[C@@H]2C1)(F)F (1R,3S,5R)-N-(6-(trifluoromethyl)pyridin-2-yl)-2-azabicyclo[3.1.0]hexane-3-carboxamide